4-((2-chloro-6-(3-methyl-1H-pyrazol-1-yl)pyridin-4-yl)oxy)tetrahydro-2H-thiopyran 1,1-dioxide ClC1=NC(=CC(=C1)OC1CCS(CC1)(=O)=O)N1N=C(C=C1)C